6-(benzyloxy)-2-(4-(benzyloxy)phenyl)benzo[b]thiophene C(C1=CC=CC=C1)OC=1C=CC2=C(SC(=C2)C2=CC=C(C=C2)OCC2=CC=CC=C2)C1